2-(((3-butyl-3-ethyl-7-methoxy-1,1-dioxido-5-phenyl-2,3,4,5-tetrahydro-1,5-benzothiazepin-8-yl)methyl)thio)-2-methylpropanoic acid C(CCC)C1(CS(C2=C(N(C1)C1=CC=CC=C1)C=C(C(=C2)CSC(C(=O)O)(C)C)OC)(=O)=O)CC